NCCOCCOCCOCCOCCOCCOCCC(=O)NC1=C(C=CC=C1)C(NC=1SC(=C(N1)C)C)=O amino-N-(2-((4,5-dimethylthiazol-2-yl)carbamoyl)phenyl)-3,6,9,12,15,18-hexaoxa-heneicosane-21-amide